5-bromo-1-(3-fluoro-4-methylbenzyl)-8-hydroxy-4-(oxazol-5-yl)-1,3-dihydro-2H-benzo[b]azepin-2-one BrC=1C2=C(N(C(CC1C1=CN=CO1)=O)CC1=CC(=C(C=C1)C)F)C=C(C=C2)O